N1CCC(CC1)CNC1C(C1)C1=CN=CS1 N-(piperidin-4-ylmethyl)-2-(thiazol-5-yl)cyclopropanamine